N-[(1S)-2-[[(1S)-2-amino-2-oxo-1-[[(3S)-2-oxopyrrolidin-3-yl]methyl]ethyl]amino]-1-(cyclohexylmethyl)-2-oxo-ethyl]-4-methoxy-1H-indole-2-carboxamide NC([C@H](C[C@H]1C(NCC1)=O)NC([C@H](CC1CCCCC1)NC(=O)C=1NC2=CC=CC(=C2C1)OC)=O)=O